7-(2'-fluoro-6'-(trifluoromethyl)-2,3,4,5-tetrahydro-[1,1'-biphenyl]-4-yl)-3-methylpyrido[2,3-b]pyrazin-6(5H)-one FC1=C(C(=CC=C1)C(F)(F)F)C=1CCC(CC1)C1=CC=2C(=NC(=CN2)C)NC1=O